C(C)OC(=O)C1(CCN(CC1)C(N(C)C1=CC=C(C=C1)F)=O)CC(=O)O 2-[4-ethoxycarbonyl-1-[(4-fluorophenyl)-methyl-carbamoyl]-4-piperidinyl]acetic acid